3-fluoro-4-(4-methylpiperidin-1-yl)aniline FC=1C=C(N)C=CC1N1CCC(CC1)C